C(#N)C1(CC1)NS(=O)(=O)C1=CC=C2C3=C(N(C2=C1)C=1SC(=NN1)C(F)F)N=CN=C3C3CCN(CC3)C N-(1-Cyanocyclopropyl)-9-(5-(difluoromethyl)-1,3,4-thiadiazol-2-yl)-4-(1-methylpiperidin-4-yl)-9H-pyrimido[4,5-b]indole-7-sulfonamide